C(C)(=O)NCCC1=CNC2=C(C=CC=C12)OC(CCCCC(=O)O)=O 6-((3-(2-acetamidoethyl)-1H-indol-7-yl)oxy)-6-oxohexanoic acid